C1=C(NC(=O)NC1=O)C(=O)O The molecule is a pyrimidinemonocarboxylic acid that is uracil bearing a carboxy substituent at position C-6. It has a role as a metabolite, an Escherichia coli metabolite and a mouse metabolite. It derives from a uracil. It is a conjugate acid of an orotate.